N-(4-amino-2H-pyrazolo[4,3-c]pyridin-7-yl)-N'-ethyl-N'-(1-isoquinolylmethyl)oxamide NC1=NC=C(C=2C1=CNN2)NC(=O)C(=O)N(CC2=NC=CC1=CC=CC=C21)CC